2-methoxy-4-{[(4s)-6-[6-(2,2,2-trifluoroethoxy)pyrazolo[1,5-a]pyridine-3-amido]spiro[3.3]heptan-2-yl]oxy}-1,3-thiazole-5-carboxamide COC=1SC(=C(N1)OC1CC2(C1)CC(C2)NC(=O)C=2C=NN1C2C=CC(=C1)OCC(F)(F)F)C(=O)N